ClC1=C(C(=CC=C1)Cl)N1CC(C1)C1=CC(=C(CN2CCC(CC2)(C(=O)OC)C)C(=C1)C)C methyl 1-(4-(1-(2,6-dichlorophenyl)azetidin-3-yl)-2,6-dimethylbenzyl)-4-methylpiperidine-4-carboxylate